C(C)(C)(C)OC(=O)N1CC(C(CC1)C1=CC(=C(C(=O)O)C=C1F)C)F 4-[1-(tert-butoxycarbonyl)-3-fluoropiperidin-4-yl]-5-fluoro-2-methylbenzoic acid